Dichlorofluorenone C1=CC=C2C(=C1)C=C3C2=CC(=C(C3=O)Cl)Cl